trans-4-(3,4-Dihydroisoquinolin-2(1H)-yl)-1-(6-((2-tert-butylphenyl)amino)pyrimidin-4-yl)piperidine C1N(CCC2=CC=CC=C12)C1CCN(CC1)C1=NC=NC(=C1)NC1=C(C=CC=C1)C(C)(C)C